3-bromo-6-(tetrahydro-2H-pyran-2-yl)-6H-thieno[2,3-e]indazole 1,1-dioxide BrC1=CS(C2=C3C=NN(C3=CC=C21)C2OCCCC2)(=O)=O